C1(C=CC(N1CC(=O)N[C@@H](C(C)C)C(=O)O)=O)=O maleimidoacetylvaline